C1(CC1)C1=NN(C=N1)C1CC2(CN(C2)C(=O)N2CC3(C2)CN(C3)CC3=NN(C=C3)CCC(F)(F)F)C1 [6-(3-cyclopropyl-1,2,4-triazol-1-yl)-2-azaspiro[3.3]heptan-2-yl]-[6-[[1-(3,3,3-trifluoropropyl)pyrazol-3-yl]methyl]-2,6-diazaspiro[3.3]heptan-2-yl]methanone